(6-(6-methyl-1H-indazol-5-yl)thieno[2,3-b]pyridin-2-yl)(tetrahydro-2H-pyran-4-yl)methanol CC1=C(C=C2C=NNC2=C1)C1=CC=C2C(=N1)SC(=C2)C(O)C2CCOCC2